tert-butyl (2-cyclopropyl-4-(piperazin-1-yl)phenethyl)carbamate C1(CC1)C1=C(CCNC(OC(C)(C)C)=O)C=CC(=C1)N1CCNCC1